NC1=CC(=C(C=C1)N(C(OC(C)(C)C)=O)C)F tert-Butyl (4-amino-2-fluorophenyl)(methyl)carbamate